1-(4-(4-amino-7-cyclopropylpyrrolo[2,1-f][1,2,4]triazine-5-yl)-2-fluorophenyl)-3-(3-(tert-butyl)-1-phenyl-1H-pyrazol-5-yl)urea NC1=NC=NN2C1=C(C=C2C2CC2)C2=CC(=C(C=C2)NC(=O)NC2=CC(=NN2C2=CC=CC=C2)C(C)(C)C)F